[1,1'-biphenyl]-4-yl(4-methoxy-3-propylphenyl)methanone C1(=CC=C(C=C1)C(=O)C1=CC(=C(C=C1)OC)CCC)C1=CC=CC=C1